(4-chlorophenyl)benzo[d]thiazole ClC1=CC=C(C=C1)C=1SC2=C(N1)C=CC=C2